CC1=C(CNC(=O)C=2SC(=CC2)S(=O)(=O)C)C=CC(=C1)C(F)(F)F N-(2-methyl-4-(trifluoromethyl)benzyl)-5-(methylsulfonyl)thiophene-2-carboxamide